2-[methyl-[2-[6-[[8-(methylamino)-5-[5-(methylamino)-1,3-benzoxazol-2-yl]-2,7-naphthyridin-3-yl]amino]-2-pyridyl]ethyl]amino]acetic acid CN(CC(=O)O)CCC1=NC(=CC=C1)NC=1N=CC2=C(N=CC(=C2C1)C=1OC2=C(N1)C=C(C=C2)NC)NC